ClC=1C=C(C=NC1Cl)NC(=O)[C@@H]1[C@H]2C[C@@H]([C@@H]([C@@H]1C1=CC(=NC=C1)C)O2)O |r| rac-(1r,2s,3s,4r,5s)-N-(5,6-dichloropyridin-3-yl)-5-hydroxy-3-(2-methylpyridin-4-yl)-7-oxabicyclo[2.2.1]heptane-2-carboxamide